6-chloro-2-methoxy-5-(trifluoromethyl)nicotinaldehyde ClC1=NC(=C(C=O)C=C1C(F)(F)F)OC